isopropyl cis-2-((6-(3,5-difluorophenyl)pyridin-2-yl)methyl)-3-((methylsulfonyl)amino)piperidine-1-carboxylate FC=1C=C(C=C(C1)F)C1=CC=CC(=N1)C[C@@H]1N(CCC[C@@H]1NS(=O)(=O)C)C(=O)OC(C)C